S(=O)(=O)(O)C(C(=O)[O-])CC(=O)[O-].[Na+].C(CCCCCCC)C1=C(C=CC=C1)O.[Na+] octylphenol sodium sulfosuccinate